NC1=NC(=NN1C(=O)C1=CC=C(C=C1)NC(=O)C1=CC=CC=2CCCCC12)C1=NC=CC=C1 N-(4-(5-amino-3-(pyridin-2-yl)-1H-1,2,4-triazole-1-carbonyl)phenyl)-5,6,7,8-tetrahydronaphthalene-1-carboxamide